(1s,2s,5r)-N-[2-(4-fluorophenyl)-2-hydroxy-ethyl]-1-hydroxy-2-isopropyl-5-methyl-cyclohexanecarboxamide FC1=CC=C(C=C1)C(CNC(=O)[C@]1([C@@H](CC[C@H](C1)C)C(C)C)O)O